[C@H]12CN(C[C@H](CC1)N2)C2=C1C(N(C(C1=C(C=C2F)F)=O)C2C(NC(CC2)=O)=O)=O 4-((1R,5S)-3,8-diazabicyclo[3.2.1]octane-3-yl)-2-(2,6-dioxopiperidin-3-yl)-5,7-difluoroisoindoline-1,3-dione